FC(CN1CCC(CC1)CC1=CC(=NO1)C(=O)O)(F)F 5-((1-(2,2,2-trifluoroethyl)piperidin-4-yl)methyl)isoxazole-3-carboxylic acid